C1(CC1)CC1CCC2(OCCO2)CC1 8-(cyclopropylmethyl)-1,4-dioxaspiro[4.5]decan